cyclopropyl(1H-imidazol-2-yl)methanone C1(CC1)C(=O)C=1NC=CN1